Methyl 3-(methylsulfonyl)-4-((2-oxopyridin-1-yl)methyl)benzoate CS(=O)(=O)C=1C=C(C(=O)OC)C=CC1CN1C(C=CC=C1)=O